N[C@@H](C(=O)OC)C1=C(C=C(C=C1)O)OC methyl (R)-2-amino-2-(4-hydroxy-2-methoxyphenyl)acetate